Methyl (S)-2-((1-(5-(4-chloro-2-fluorobenzyl) thiazole-2-carbonyl) piperidin-4-yl) methyl)-3-(oxetan-2-ylmethyl)-3H-imidazo[4,5-b]pyridine-5-carboxylate ClC1=CC(=C(CC2=CN=C(S2)C(=O)N2CCC(CC2)CC2=NC=3C(=NC(=CC3)C(=O)OC)N2C[C@H]2OCC2)C=C1)F